(S)-2-(methoxymethyl)-1-methyl-5-(2-oxo-2-((1,1,1-trifluoropropan-2-yl)amino)acetyl)-1H-pyrrole-3-carboxylic acid COCC=1N(C(=CC1C(=O)O)C(C(N[C@H](C(F)(F)F)C)=O)=O)C